FC=1C=C(C=CC1)C1=NN(C=C1CNCCN1CC(CCC1)O)C1=CC(=CC=C1)C 1-[2-({[3-(3-fluorophenyl)-1-(3-methylphenyl)-1H-pyrazole-4-yl]methyl}amino)ethyl]-3-piperidinol